Stearoyl-lactyl-calcium lactate C(C(O)C)(=O)O.C(CCCCCCCCCCCCCCCCC)(=O)[Ca]C(C(O)C)=O